8-(6-Methoxy-pyridin-3-yl)-3-methyl-1-(4-piperazin-1-yl-3-trifluoromethyl-phenyl)-1,3-dihydro-imidazo[4,5-c]quinolin-2-one COC1=CC=C(C=N1)C1=CC=2C3=C(C=NC2C=C1)N(C(N3C3=CC(=C(C=C3)N3CCNCC3)C(F)(F)F)=O)C